1-(3-(dimethylamino)-4-methylphenyl)-3-((5-(2,6-dioxopiperidin-3-yl)-4,6-dioxo-5,6-dihydro-4H-thieno[2,3-c]pyrrol-2-yl)methyl)urea CN(C=1C=C(C=CC1C)NC(=O)NCC1=CC2=C(C(N(C2=O)C2C(NC(CC2)=O)=O)=O)S1)C